2-butyl-1-(2,6-dimethoxyphenyl)-6-hydroxy-5-(piperidin-4-ylsulfonyl)pyrimidin-4(1H)-one C(CCC)C=1N(C(=C(C(N1)=O)S(=O)(=O)C1CCNCC1)O)C1=C(C=CC=C1OC)OC